ClC1=C(C=CC=C1)CN1N=C(C=C1C1=CC=C2C=NN(C2=C1)CC)CO[C@](C(=O)OC)(CC)C Methyl (2S)-2-([1-[(2-chlorophenyl)methyl]-5-(1-ethyl-1H-indazol-6-yl)-1H-pyrazol-3-yl]methoxy)-2-methylbutanoate